tert-butyl 4-(4-ethyl-3-(4-(methylsulfonyl) phenyl)-2-oxo-1,2-dihydroquinolin-6-yl)-3,6-dihydropyridine-1(2H)-carboxylate C(C)C1=C(C(NC2=CC=C(C=C12)C=1CCN(CC1)C(=O)OC(C)(C)C)=O)C1=CC=C(C=C1)S(=O)(=O)C